C(C)OC(\C=C(/CC)\C1=C2C(NN(CC2=CC=C1)C(=O)OC(C)(C)C)=O)=O tert-Butyl 5-[(E)-1-ethoxy-1-oxopent-2-en-3-yl]-4-oxo-1,3-dihydrophthalazine-2-carboxylate